C(C)NC(=O)C1=CC2=C(O[C@@H](CN2)[C@@H](C2=CC=CC=C2)NC[C@H](C)C=2C=NC(=CC2)C)N=C1 |o1:22| (S)-N-ethyl-3-((R)-(((R or S)-2-(6-methylpyridin-3-yl)propyl)amino)(phenyl)methyl)-2,3-dihydro-1H-pyrido[2,3-b][1,4]oxazine-7-carboxamide